3-AMINOCYCLOBUTANECARBOXYLIC ACID NC1CC(C1)C(=O)O